2-fluoro-N-(3-methoxy-1,2,4-thiadiazol-5-yl)-4-(trifluoromethyl)pyridine-3-carboxamide FC1=NC=CC(=C1C(=O)NC1=NC(=NS1)OC)C(F)(F)F